2-(((S)-1-(1H-tetrazol-1-yl)propan-2-yl)oxy)-4-(2-((3-((2,5,8,11-tetraoxatetradecan-14-yl)oxy)-1-((1r,4r)-4-morpholinocyclohexyl)-1H-pyrazol-4-yl)amino)pyrimidin-5-yl)benzonitrile N1(N=NN=C1)C[C@H](C)OC1=C(C#N)C=CC(=C1)C=1C=NC(=NC1)NC=1C(=NN(C1)C1CCC(CC1)N1CCOCC1)OCCCOCCOCCOCCOC